acryloyloxyundecyl-tribromosilane C(C=C)(=O)OCCCCCCCCCCC[Si](Br)(Br)Br